C(=O)(OC1CCC(CC1)C(C)(C)C)OOC(=O)OC1CCC(CC1)C(C)(C)C Di-(4-t-Butylcyclohexyl) peroxydicarbonat